FC1(CN(CC[C@H]1NC1=NN2C(C(=N1)OC)=C(C(=C2)F)C=2C=CC1=C(N(N=N1)CCF)C2)S(=O)(=O)C)F (R)-N-(3,3-difluoro-1-(methylsulfonyl)piperidin-4-yl)-6-fluoro-5-(1-(2-fluoroethyl)-1H-benzo[d][1,2,3]triazol-6-yl)-4-methoxypyrrolo[2,1-f][1,2,4]triazin-2-amine